5-(6,7-dimethoxyquinazolin-4-yl)pyridin-2-ylethane-1,2-diamine COC=1C=C2C(=NC=NC2=CC1OC)C=1C=CC(=NC1)C(CN)N